N-[(1R,2S)-2-fluorocyclopropyl]-6-({2-methoxy-3-[4-(methoxymethylidene)cyclohexyl]phenyl}amino)-8-{[(4-methoxyphenyl)methyl](methyl)amino}imidazo[1,2-b]pyridazine-3-carboxamide F[C@@H]1[C@@H](C1)NC(=O)C1=CN=C2N1N=C(C=C2N(C)CC2=CC=C(C=C2)OC)NC2=C(C(=CC=C2)C2CCC(CC2)=COC)OC